1,5-bis(allyloxy)pentane C(C=C)OCCCCCOCC=C